2-(2-PYRIDINYL)-1H-INDOLE-3-CARBALDEHYDE HYDROCHLORIDE Cl.N1=C(C=CC=C1)C=1NC2=CC=CC=C2C1C=O